methyl-4-(5-(4-(4-methyl-2-oxoindolin-1-yl)phenyl)pyridin-3-yl)-8,9-dihydropyrido[3',2':4,5]pyrrolo[1,2-a]pyrazin-6(7H)-one CC=1C=C(C=2C=C3N(CCNC3=O)C2N1)C=1C=NC=C(C1)C1=CC=C(C=C1)N1C(CC2=C(C=CC=C12)C)=O